BrC1=C(C=C(OCC[C@@H](C)C2CCNCC2)C=C1)C 4-[(1R)-3-(4-bromo-3-methyl-phenoxy)-1-methyl-propyl]piperidine